tert-butyl 2-((5-octyl-1,3,4-oxadiazol-2-yl)methyl)acrylate C(CCCCCCC)C1=NN=C(O1)CC(C(=O)OC(C)(C)C)=C